CC1(CCC=2C(=NNC2C1)C=1NC2=CC(=C(C=C2C1)F)C(=O)N1CCN(CC1)CC1CCN(CC1)C1=CC=C(C=C1)C1C(NC(CC1)=O)=O)C 3-(4-(4-((4-(2-(6,6-dimethyl-4,5,6,7-tetrahydro-1H-indazol-3-yl)-5-fluoro-1H-indole-6-carbonyl)piperazin-1-yl)methyl)piperidin-1-yl)phenyl)piperidine-2,6-dione